BrC1=NNC=C1C(F)(F)F 3-bromo-4-(trifluoromethyl)-1H-pyrazole